NC1=NC(=C(C(=N1)N(N)C(C(C(=O)C)C1=NC=CC=C1F)=O)Br)C=1OC=CN1 (2-amino-5-bromo-6-(oxazol-2-yl)pyrimidin-4-yl)-2-(3-fluoropyridin-2-yl)acetoacetylHydrazine